Cl.FC(C=1C(=C(C=CC1)C(C)N)F)F 1-(3-(difluoromethyl)-2-fluorophenyl)ethanamine hydrochloride